[N+](=O)([O-])C1=CC=C(CN2CC=CC=C2)C=C1 1-(4-nitrobenzyl)pyridine